3-((Allyloxy)methyl)-4-(3,4-dimethoxybenzyl)-2-(3,4-dimethoxyphenyl)tetrahydrofuran C(C=C)OCC1C(OCC1CC1=CC(=C(C=C1)OC)OC)C1=CC(=C(C=C1)OC)OC